O1CCC(CC1)C(=O)O TETRAHYDRO-2H-PYRAN-4-CARBOXYLIC ACID